((2-fluoro-6-(methoxymethoxy)-8-(4,4,5,5-tetramethyl-1,3,2-dioxaborolane-2-yl)naphth-1-yl)ethynyl)triisopropylsilane FC1=C(C2=C(C=C(C=C2C=C1)OCOC)B1OC(C(O1)(C)C)(C)C)C#C[Si](C(C)C)(C(C)C)C(C)C